NC=1SC2=C(C1C#N)C(=C(C=C2)F)C=2C1=C(C=3C(=NC(=NC3C2F)OC[C@H]2N(CCC2)C)N2C3CNCC2C3)COC1 2-Amino-4-[1-(3,6-diazabicyclo[3.1.1]heptan-6-yl)-5-fluoro-3-[[(2S)-1-methylpyrrolidin-2-yl]methoxy]-7,9-dihydrofuro[3,4-f]quinazolin-6-yl]-5-fluoro-benzothiophene-3-carbonitrile